BrC1=NN2C(NC(=C(C2=O)N2[C@@H](CN(CC2)C(=O)OC(C)(C)C)C)CC)=N1 tert-butyl (R)-4-(2-bromo-5-ethyl-7-oxo-4,7-dihydro-[1,2,4]triazolo[1,5-a]pyrimidin-6-yl)-3-methylpiperazine-1-carboxylate